1-(4-(1-(2,2-difluoroethyl)-3-phenyl-1H-pyrazol-4-yl)-7-methoxyquinazolin-6-yl)ethan-1-one FC(CN1N=C(C(=C1)C1=NC=NC2=CC(=C(C=C12)C(C)=O)OC)C1=CC=CC=C1)F